C1(CCCCC1)C1=NC2=C(C=CC=3CCN(CC23)C(=O)OC)N1C[C@H](CC(=O)O)C1=CC(=CC(=C1)OC)F (3R)-4-[2-cyclohexyl-8-(methoxycarbonyl)-3H,6H,7H,8H,9H-imidazo[4,5-h]isoquinolin-3-yl]-3-(3-fluoro-5-methoxyphenyl)butanoic acid